2-methyl-6-(piperazin-1-yl)-8-((3-(trifluoromethoxy)pyridin-2-yl)methyl)pyrido[2,3-d]pyrimidin-7(8H)-one CC=1N=CC2=C(N1)N(C(C(=C2)N2CCNCC2)=O)CC2=NC=CC=C2OC(F)(F)F